2-((3-fluorophenyl)(phenylamino)methyl)cyclohexane-1-one FC=1C=C(C=CC1)C(C1C(CCCC1)=O)NC1=CC=CC=C1